2-(1-(3,3-dimethylcyclohexyl) ethoxy)-2-methylpropylcyclopropanecarboxylate CC1(CC(CCC1)C(C)OC(COC(=O)C1CC1)(C)C)C